C1(=CC=CC2=CC=CC=C12)C1(C(=O)OCC1)C1=CC=CC2=CC=CC=C12 α,α-dinaphthyl-γ-butyrolactone